FC(C1=NNC(=C1)C1=CC=NC=C1)(F)F 4-[3-(trifluoromethyl)-1H-pyrazol-5-yl]pyridine